2-Fluoro-4-nitro-N1-(3-(pentafluoro-λ6-sulfanyl)benzyl)benzene-1,3-diamine FC1=C(C=CC(=C1N)[N+](=O)[O-])NCC1=CC(=CC=C1)S(F)(F)(F)(F)F